[N+](=O)([O-])C1=C(C=CC=C1)S(=O)(=O)O[C@@H](C(=O)NC=1SC2=C(N1)C=C1C(=C2)OCO1)C (R)-1-([1,3]dioxolo[4',5':4,5]benzo[1,2-d]thiazol-6-ylamino)-1-oxopropan-2-yl 2-nitrobenzenesulfonate